N-({5-[5-(difluoromethyl)-1,3,4-oxadiazol-2-yl]-1,3-thiazol-2-yl}methyl)-N-(5-fluoropyridin-3-yl)-2-[(2S)-2-methylmorpholin-4-yl]ethane-1-sulfonamide FC(C1=NN=C(O1)C1=CN=C(S1)CN(S(=O)(=O)CCN1C[C@@H](OCC1)C)C=1C=NC=C(C1)F)F